6-methyl-6,7-dihydro-4H-pyrazolo[5,1-c][1,4]oxazin-2-amine CC1CN2C(CO1)=CC(=N2)N